ClC1=CC=C(C=C(C(=O)OC(C)C)C#N)C=C1 isopropyl 4-chloro-α-cyanocinnamate